7-(morpholin-3-yl)-1,4-dihydroquinolin-4-one N1C(COCC1)C1=CC=C2C(C=CNC2=C1)=O